[bis(isopropylnaphthalenyl)]biphenyl C(C)(C)C1=C(C2=CC=CC=C2C=C1)C1=CC=C(C=C1)C1=CC=C(C=C1)C1=C(C=CC2=CC=CC=C12)C(C)C